3-chlorobicyclo[3.2.1]-3-octene-2-one ClC=1C(C2CCC(C1)C2)=O